1,3,5-tris((6-bromohexyl)oxy)benzene Sodium [Na].BrCCCCCCOC1=CC(=CC(=C1)OCCCCCCBr)OCCCCCCBr